(R)-3-{5-[(R)-(1,3-dimethyl-azetidin-3-yl)-hydroxy-(4-isopropyl-phenyl)-methyl]-pyridin-3-ylethynyl}-3-hydroxy-1-methyl-pyrrolidin-2-one CN1CC(C1)(C)[C@@](C=1C=C(C=NC1)C#C[C@]1(C(N(CC1)C)=O)O)(C1=CC=C(C=C1)C(C)C)O